2-methyl-3-buten-2-ol benzoate C(C1=CC=CC=C1)(=O)OC(C)(C=C)C